NC1=C2N=CN(C2=NC(=N1)C#C[C@]1(C[C@@H](CCC1)C)O)CC#C (1S,3R)-1-[2-(6-amino-9-prop-2-ynylpurin-2-yl)ethynyl]-3-methylcyclohexan-1-ol